N-{3-[6-(trifluoromethyl)-1H-benzo[d]imidazol-2-yl]phenyl}-[2,3'-bipyridin]-6'-amine FC(C=1C=CC2=C(NC(=N2)C=2C=C(C=CC2)NC2=CC=C(C=N2)C2=NC=CC=C2)C1)(F)F